(5aS,6S,9S,9aR)-9-isopropyl-6-methyl-3-pentyl-5a,6,7,8,9,9a-hexahydrodibenzo[b,d]furan-1,6-diol C(C)(C)[C@@H]1CC[C@@]([C@@H]2[C@H]1C1=C(O2)C=C(C=C1O)CCCCC)(O)C